5-chloro-1-hydrazono-2,3-dihydro-1H-indene-2-carboxylic acid methyl ester COC(=O)C1C(C2=CC=C(C=C2C1)Cl)=NN